tert-butyl (S)-(3-cyano-1-(3-(trifluoromethoxy)phenyl) propyl)carbamate C(#N)CC[C@@H](C1=CC(=CC=C1)OC(F)(F)F)NC(OC(C)(C)C)=O